((3-(3-fluoropropyl)pyridin-4-yl)methyl)-4-(3,4,5-trifluorophenyl)pyrrolidin-2-one FCCCC=1C=NC=CC1CN1C(CC(C1)C1=CC(=C(C(=C1)F)F)F)=O